NC(C(C(CC1=CC=CC=C1)NC(=O)C1=NN(C(=C1)C)C1=NC2=CC=CC=C2C=N1)=O)=O N-(4-amino-3,4-dioxo-1-phenylbutan-2-yl)-5-methyl-1-(quinazolin-2-yl)-1H-pyrazole-3-carboxamide